NC=1N=NC(=CC1N1CC(OCC1)C1=C(C=C(C(=O)N2CCC(CC2)(F)CN2CCC(CC2)C2=CN(C3=CC(=CC=C23)N2CNCC=C2)C2CCC2)C=C1)C)C1=C(C=CC=C1)O 1-(3-(1-((1-(4-(4-(3-Amino-6-(2-hydroxyphenyl)pyridazin-4-yl)morpholin-2-yl)-3-methylbenzoyl)-4-fluoropiperidin-4-yl)methyl)piperidin-4-yl)-1-cyclobutyl-1H-indol-6-yl)dihydropyrimidine